3-((5-(5-(difluoromethyl)-1,3,4-oxadiazol-2-yl)pyridin-2-yl)methyl)-1-(4-fluorophenyl)-5,5-dimethylimidazolidin-2,4-dione FC(C1=NN=C(O1)C=1C=CC(=NC1)CN1C(N(C(C1=O)(C)C)C1=CC=C(C=C1)F)=O)F